3-((2-amino-7-bromoquinazolin-4-yl)amino)-1-methylcyclobutanol NC1=NC2=CC(=CC=C2C(=N1)NC1CC(C1)(O)C)Br